2-(1-(3-(2,6-bis(benzyloxy)pyridin-3-yl)-1-methyl-1H-indazol-7-yl)piperidin-4-yl)ethan-1-ol C(C1=CC=CC=C1)OC1=NC(=CC=C1C1=NN(C2=C(C=CC=C12)N1CCC(CC1)CCO)C)OCC1=CC=CC=C1